CCCO[Si](OCC)(OCC)NCCC methyl-n-propylaminotriethoxysilane